2-(5'-(7-ethyl-7H-imidazo[4,5-c]pyridazin-4-yl)-2'-fluoro-2-methoxy-[1,1'-biphenyl]-4-yl)-2-methylpropanamide C(C)N1C=NC2=C1N=NC=C2C=2C=CC(=C(C2)C2=C(C=C(C=C2)C(C(=O)N)(C)C)OC)F